N1(N=NC=C1)C1=CC=C(C=C1)B(O)O [4-(triazol-1-yl)phenyl]boronic acid